CC(C)(CCCC(C=C)C)OC(CC1=CC=CC=C1)=O 2,6-Dimethyloct-7-en-2-yl-2-phenylacetat